2-(3-[3-[(4-Methyl-1,2,4-triazol-3-yl)methyl]oxetan-3-yl]phenyl)-4-(trifluoromethyl)-1,3-benzothiazole CN1C(=NN=C1)CC1(COC1)C=1C=C(C=CC1)C=1SC2=C(N1)C(=CC=C2)C(F)(F)F